2-(2-ethoxy-3-pyridinyl)-5-isopropyl-7-methyl-N-(1H-pyrazol-3-ylmethyl)imidazo[1,5-b]pyridazin-4-amine C(C)OC1=NC=CC=C1C=1C=C(C=2N(N1)C(=NC2C(C)C)C)NCC2=NNC=C2